2-Acryloylthioethylthio-5-methylthio-1,3,4-thiadiazole C(C=C)(=O)SCCSC=1SC(=NN1)SC